6-bromo-4-((3-methoxypyridin-2-yl)(tetrahydro-2H-pyran-4-yl)methyl)-1-methyl-1,4-dihydropyrazolo[3',4':4,5]Pyrrolo[3,2-b]Pyridine BrC=1C=C2C(=NC1)C1=C(N2C(C2CCOCC2)C2=NC=CC=C2OC)C=NN1C